(5-chloro-4-[(1R)-1-(3-chlorophenyl)-1-hydroxyethyl]-2-thienyl)methanone ClC1=C(C=C(S1)C=O)[C@](C)(O)C1=CC(=CC=C1)Cl